C(=C)S(=O)(=O)OCC=C Allyl ethenesulfonate